NCCCC(=O)OCCC\C=C/CCC (Z)-oct-4-en-1-yl 4-aminobutanoate